D-β,β-dimethylcysteine CC(C)([C@H](C(=O)O)N)S